ClC1=CC=C(C=C1)C=1C(=NC=NC1C=1C=NN(C1)CC1=CC=C(C=C1)C(C)C)N 5-(p-chlorophenyl)-6-{1-[(p-isopropylphenyl)methyl]-1H-pyrazol-4-yl}-4-pyrimidinylamine